[5-3H]deoxyuridine [C@@H]1(C[C@H](O)[C@@H](CO)O1)N1C(=O)NC(=O)C(=C1)[3H]